4-(4-(6-amino-2-azaspiro[3.3]heptan-2-yl)piperidin-1-yl)-2-(2,6-dioxopiperidin-3-yl)isoindoline-1,3-dione NC1CC2(CN(C2)C2CCN(CC2)C2=C3C(N(C(C3=CC=C2)=O)C2C(NC(CC2)=O)=O)=O)C1